NC1=NC=2C(=CC=CC2C=2N1N=C(N2)C[C@@H](CC)O)OC (R)-1-(5-amino-7-methoxy-[1,2,4]triazolo[1,5-c]quinazolin-2-yl)butan-2-ol